CN(C1CC(CC(C1)N(C)C)N(C)C)C N1,N1,N3,N3,N5,N5-hexamethylcyclohexane-1,3,5-triamine